4',7-dihydroxy-3'-methoxyisoflavone OC1=C(C=C(C2=COC3=CC(=CC=C3C2=O)O)C=C1)OC